FC(F)(F)[SiH](C(F)(F)F)C(F)(F)F tris(trifluoromethyl)-silane